C(CC\C=C/CCCCC)=O cis-4-decen-al